OC(CC=C(C(=O)N)C)C (2-hydroxypropyl)-methacryl-amide